N1C=NC2=C1C=C(C=C2)N2C(N=C(C1=CC=C(C=C21)C(F)(F)F)NC)=O 1-(1H-benzo[d]imidazol-6-yl)-4-(methylamino)-7-(trifluoromethyl)quinazolin-2(1H)-one